CN(C1=CC=C(CC(C(C)N)N)C=C1)C 1-(4-dimethylaminobenzyl)-1,2-propanediamine